allyl 3-amino-5-methylbenzoate NC=1C=C(C(=O)OCC=C)C=C(C1)C